2-((2-((4-(1-(2-((2,6-dioxopiperidin-3-yl)amino)benzyl)piperidin-4-yl)-2-isopropoxy-5-methylphenyl)amino)-5-(trifluoromethyl)pyridin-4-yl)amino)-N-methylbenzamide O=C1NC(CCC1NC1=C(CN2CCC(CC2)C2=CC(=C(C=C2C)NC2=NC=C(C(=C2)NC2=C(C(=O)NC)C=CC=C2)C(F)(F)F)OC(C)C)C=CC=C1)=O